C(C)(C)(C)OC(=O)N1OCC[C@H]1C=1C=NC(=CC1)F (3S)-3-(6-fluoropyridin-3-yl)-1,2-oxazolidine-2-carboxylic acid tert-butyl ester